C(=O)(O)C1=CC=C(C=C1)[Sn] (4-carboxyphenyl)tin